2'-O,4'-C-methylene-5-methyluridine C1O[C@H]2[C@@H](O[C@@]1([C@H]2O)CO)N2C(=O)NC(=O)C(=C2)C